6-[(2-chloro-5-fluorophenyl)amino]-5-[(5-chloroisoquinolin-1-yl)amino]-N-methylpyridine-3-carboxamide ClC1=C(C=C(C=C1)F)NC1=C(C=C(C=N1)C(=O)NC)NC1=NC=CC2=C(C=CC=C12)Cl